3-morpholinomethyl-5-trifluoromethyl-aniline O1CCN(CC1)CC=1C=C(N)C=C(C1)C(F)(F)F